(2S)-1-methyl-5-oxopyrrolidin CN1CCCC1=O